OC1=NC=CC(=N1)C1=CC=C(C(=O)O)C=C1 4-(2-hydroxy-pyrimidin-4-yl)benzoic acid